tert-butyl 2-(2-(2-(4-(4-(5-((furan-2-ylmethyl)amino)-[1,2,4]triazolo[4,3-c]pyrimidin-8-yl)phenyl)piperazin-1-yl)ethoxy)ethoxy)acetate O1C(=CC=C1)CNC1=NC=C(C=2N1C=NN2)C2=CC=C(C=C2)N2CCN(CC2)CCOCCOCC(=O)OC(C)(C)C